C=C(C(=O)O)CC(O[C@@H](C)C1=CC=C(C=C1)C(F)(F)F)=O (S)-2-methylene-4-oxo-4-(1-(4-(trifluoromethyl)phenyl)ethoxy)butanoic acid